OC=1C(=CC=C(C1)C(=O)O)C(=O)O 5-hydroxybenzene-1,4-dicarboxylic acid